benzyl 3-(1-methyl-1H-1,3-benzodiazol-2-yl)azetidine-1-carboxylate CN1C(=NC2=C1C=CC=C2)C2CN(C2)C(=O)OCC2=CC=CC=C2